methyl 2-methoxy-4-(3-oxobenzo[d]isothiazol-2(3H)-yl)benzoate COC1=C(C(=O)OC)C=CC(=C1)N1SC2=C(C1=O)C=CC=C2